Phenyl-propionitrile C1(=CC=CC=C1)C(C#N)C